COC(CN(C1=NC2=CC=C(C=C2C(=C1)C1=CC=NC=C1)\C=C\C1=NC=CC=C1)C)=O (E)-N-methyl-N-(6-(2-(pyridin-2-yl)vinyl)-4-(pyridin-4-yl)quinolin-2-yl)glycine methyl ester